1-((3-((4-(4-amino-2,3-dihydro-1H-inden-5-yl)pyridin-2-yl)oxy)cyclopentyl)-methyl)-1H-pyrazole-3-sulfonamide NC1=C2CCCC2=CC=C1C1=CC(=NC=C1)OC1CC(CC1)CN1N=C(C=C1)S(=O)(=O)N